4-Bromo-2-chloro-N3-ethyl-N1-(1-methyl-1H-tetrazol-5-yl)isophthalamide BrC1=C(C(=C(C(=O)NC2=NN=NN2C)C=C1)Cl)C(=O)NCC